FC=1C=C(OCC2CCN(CC2)C(=O)N2CC3(C2)CC(C3)C3=NC(=NN3)C3(CC3)O)C=C(C1)C(F)(F)F [4-[[3-fluoro-5-(trifluoromethyl)phenoxy]methyl]piperidino]-[6-[3-(1-hydroxycyclopropyl)-1H-1,2,4-triazol-5-yl]-2-azaspiro[3.3]heptan-2-yl]methanone